ClC1=CC(=C(C=C1)B1OC(C(O1)(C)C)(C)C)OCOC 2-[4-chloro-2-(methoxymethoxy)phenyl]-4,4,5,5-tetramethyl-1,3,2-dioxaborolane